n-tridecyl behenate C(CCCCCCCCCCCCCCCCCCCCC)(=O)OCCCCCCCCCCCCC